(7-bromo-6,8-difluoro-2-(((2r,7as)-2-fluoro-hexahydro-1H-pyrrolizin-7a-yl)methoxy)quinazolin-4-yl)-N-isopropyl-5,6,7,8-tetrahydro-4H-pyrazolo[1,5-a][1,4]diazepine-2-carboxamide BrC1=C(C=C2C(=NC(=NC2=C1F)OC[C@]12CCCN2C[C@@H](C1)F)C=1C(=NN2C1CNCCC2)C(=O)NC(C)C)F